C(C)(C)N([C@]1(CNCC1)C)C(C)C (R)-N,N-diisopropyl-3-methylpyrrolidin-3-amine